O(C1=CC=CC=C1)C1=C(C(=CC(=C1)OC1=CC=CC=C1)OC1=CC=CC=C1)Br 2,4,6-triphenoxy-1-bromo-benzene